[Cl-].C(CCCCCCCCCCC)[N+](CC1=CC=CC=C1)(C)C N-dodecyl-N,N-dimethyl-N-benzyl-ammonium chloride